C(C)N(CC)CC.FC(S(=O)(=O)O)(F)F trifluoromethanesulfonic acid triethylamine salt